(2S,4R)-4-Fluoro-4-methyl-pyrrolidine-1,2-dicarboxylic acid 1-tert-butylester C(C)(C)(C)OC(=O)N1[C@@H](C[C@@](C1)(C)F)C(=O)O